C(C)(C)(C)OC(=O)NC(CCC(=O)O)C(=O)OC 4-((tert-butoxycarbonyl)amino)-5-methoxy-5-oxopentanoic acid